BrC=1C=C2C=CN(C(C2=C(C1)OC)=O)CC(F)(F)F 6-bromo-8-methoxy-2-(2,2,2-trifluoroethyl)isoquinolin-1-one